4-[4-(2-aminoethyl)phenyl]-3-[6-(2-methoxyphenyl)pyridazin-4-yl]oxybenzonitrile NCCC1=CC=C(C=C1)C1=C(C=C(C#N)C=C1)OC1=CN=NC(=C1)C1=C(C=CC=C1)OC